CC1=C(C(=CC=C1)C)C1=NC(=NC(=C1)OC[C@@H](CC(C)(C)C)NCC1=NC=CC(=N1)C(F)(F)F)NS(=O)(=O)C=1C=C(C(=O)O)C=CC1 3-[[4-(2,6-dimethylphenyl)-6-[(2R)-4,4-dimethyl-2-[[4-(trifluoromethyl)pyrimidin-2-yl]methylamino]pentoxy]pyrimidin-2-yl]sulfamoyl]benzoic acid